2-((4-((4-(6-aminohexyl)piperazin-1-yl)sulfonyl)-2-fluorophenyl)amino)-7-(1-cyclopropyl-1H-pyrazol-4-yl)-3-methyl-4H-pyrido[1,2-a]pyrimidin-4-one NCCCCCCN1CCN(CC1)S(=O)(=O)C1=CC(=C(C=C1)NC=1N=C2N(C(C1C)=O)C=C(C=C2)C=2C=NN(C2)C2CC2)F